N-cyclopropyl-3H-imidazole C1(CC1)N1CNC=C1